N-p-toluenesulfonyl-3-methyleneindolone 1,1-dimethyl-2,2,2-trichloroethyl-carbamate CC(C(Cl)(Cl)Cl)(C)NC(O)=O.CC1=CC=C(C=C1)S(=O)(=O)N1C(C(C2=CC=CC=C12)=C)=O